NC1=CC(=NC(=N1)NC=1PC=CC1)N diaminophospholylaminopyrimidine